N-(3-(4-(1H-pyrazolo[3,4-b]pyridin-5-yl)phenyl)propyl)-6-methylnicotinamide N1N=CC=2C1=NC=C(C2)C2=CC=C(C=C2)CCCNC(C2=CN=C(C=C2)C)=O